5-fluoro-2-(piperidin-1-yl)benzoic acid methyl ester COC(C1=C(C=CC(=C1)F)N1CCCCC1)=O